CC/C=C\C/C=C\C/C=C\CCCCCCCC(=O)O all-cis-9,12,15-octadecatrienoate